BrC=1C(=NC=CC1)CC1N(C(C2=CC=CC=C12)=O)CC1=C(C2=C(NC(O2)=O)C=C1)C 6-((1-((3-bromopyridin-2-yl)methyl)-3-oxoisoindolin-2-yl)methyl)-7-methylbenzo[d]oxazol-2(3H)-one